(R)-2-(3-isopropyl-2-(1H-pyrazolo[3,4-b]pyridin-4-yl)-1H-indol-5-yl)-5-(piperidin-3-yl)-1,3,4-oxadiazole C(C)(C)C1=C(NC2=CC=C(C=C12)C=1OC(=NN1)[C@H]1CNCCC1)C1=C2C(=NC=C1)NN=C2